7-bromo-3,4-dihydroQuinoline-1(2H)-carboxylic acid tert-butyl ester C(C)(C)(C)OC(=O)N1CCCC2=CC=C(C=C12)Br